ClC1=CC=C(C(=N1)C(=O)O)N[C@H](C)C1=C2N=C(C(=NC2=CC(=C1)C)C#N)N1CC2C(C2C1)OC 6-chloro-3-(((1R)-1-(2-cyano-3-(6-methoxy-3-azabicyclo[3.1.0]hexan-3-yl)-7-methylquinoxalin-5-yl)ethyl)amino)picolinic acid